francium sulphide [S-2].[Fr+].[Fr+]